3,5-difluorophenyl acrylate C(C=C)(=O)OC1=CC(=CC(=C1)F)F